ClC1=C(C(=O)N[C@H](C(=O)O)CNC(=O)N[C@@H]2CCC3=CC=CC=C23)C(=CC(=C1)C(NCC1=CC(=CC=C1)OC)=O)Cl (S)-2-(2,6-dichloro-4-(3-methoxybenzylcarbamoyl)benzamido)-3-(3-((R)-2,3-dihydro-1H-inden-1-yl)ureido)propanoic acid